1-octyl-3,4-diphenylpyrrole-2,5-dione C(CCCCCCC)N1C(C(=C(C1=O)C1=CC=CC=C1)C1=CC=CC=C1)=O